OCC1=C(C(=O)N)C=CC=C1 Hydroxymethylbenzamide